COC(=O)N(N(C)C(C1=C(C(=CC(=C1)Br)Br)NC(=O)C1=CC(=NN1C1=NC=CC=C1Cl)Br)=O)C methyl-2-[3,5-dibromo-2-(([3-bromo-1-(3-chloropyridin-2-yl)-1H-pyrazol-5-yl]carbonyl)amino)benzoyl]-1,2-dimethylhydrazinecarboxylate